2-(diethylamino)-1-(4-(2-(4-isopropyl-5-(8-methoxy-[1,2,4]triazolo[1,5-a]pyridin-6-yl)-1H-pyrazol-3-yl)thiazol-5-yl)piperazin-1-yl)ethan-1-one C(C)N(CC(=O)N1CCN(CC1)C1=CN=C(S1)C1=NNC(=C1C(C)C)C=1C=C(C=2N(C1)N=CN2)OC)CC